BrC1=C(C(=NN(C1=O)[C@H](C(=O)[O-])CC(C)C)Cl)C (S)-2-(5-bromo-3-chloro-methyl 6-oxopyridazin-1(6H)-yl)-4-methylpentanoate